1-(4-fluorophenyl)-N-{(1S)-1-[1-(pyrimidin-2-yl)-1H-1,2,4-triazol-5-yl]Ethyl}-3-(trifluoromethyl)-1H-pyrazole-5-carboxamide FC1=CC=C(C=C1)N1N=C(C=C1C(=O)N[C@@H](C)C1=NC=NN1C1=NC=CC=N1)C(F)(F)F